6-{[(1R,2R)-2-Hydroxycyclohexyl]amino}-8-{[6-(3-oxomorpholin-4-yl)pyridin-2-yl]amino}imidazo[1,2-b]pyridazin-3-carbonitril O[C@H]1[C@@H](CCCC1)NC=1C=C(C=2N(N1)C(=CN2)C#N)NC2=NC(=CC=C2)N2C(COCC2)=O